ClC1=NC=C(N=C1)OCCOC 2-chloro-5-(2-methoxyethoxy)pyrazine